tert-butyl (4-(2-(2,6-dioxopiperidin-3-yl)-1-oxoisoindolin-4-yl)butyl)carbamate O=C1NC(CCC1N1C(C2=CC=CC(=C2C1)CCCCNC(OC(C)(C)C)=O)=O)=O